C(=O)(O)C=1C=2C=CC(C1C(=O)OC(=O)C1=C(C2C=CC1=O)C(=O)O)=O 2,2'-dicarboxy-4,4'-dioxo-[1,1'-biphenyl]-3,3'-dicarboxylic acid anhydride